CC1C(NC2CC1C2)CO TRANS-{4-methyl-2-azabicyclo[3.1.1]heptan-3-yl}methanol